OC1=CC=CC=2C(C3=CC=CC=C3C(C12)=O)=O 1-hydroxy-9,10-anthraquinone